(E)-4-[5-(3-chloro-1H-1,2,4-triazol-1-yl)-3-ethyl-4-hydroxy-6-oxopyridazin-1(6H)-yl]-3,5-dimethylbenzaldoxime ClC1=NN(C=N1)C1=C(C(=NN(C1=O)C1=C(C=C(\C=N\O)C=C1C)C)CC)O